N[C@@H]1CCCC([C@@H]1C1=C(C2=NC(=CC(=C2S1)NCC=1SC=CC1)Cl)Br)(F)F 2-((1R,6R)-6-amino-2,2-difluorocyclohexyl)-3-bromo-5-chloro-N-(thiophen-2-ylmethyl)thieno[3,2-b]pyridin-7-amine